FC(C1=C(C=NC=C1)N1CC2(CN(C2)C(=O)OC(C)(C)C)CCC1)(F)F tert-butyl 6-[4-(trifluoromethyl)pyridin-3-yl]-2,6-diazaspiro[3.5]nonane-2-carboxylate